FC1=CC(=C(C=C1)O)C1=NC2=CC=CC=C2C(=N1)NCCN1CCN(CC1)C 4-fluoro-2-[4-((2-(4-methylpiperazin-1-yl)ethyl)amino)quinazolin-2-yl]phenol